The molecule is an oxo monocarboxylic acid anion resulting from the removal of a proton from the carboxy group of amfenac. The major species at pH 7.3. It is a conjugate base of an amfenac. C1=CC=C(C=C1)C(=O)C2=CC=CC(=C2N)CC(=O)[O-]